OCC1=CC(=CC(=C1)CO)CO 2,4,6-trihydroxymethyl-benzene